(S)-tert-butyl methyl(1-(5-(5-methyl-4-(2-oxo-2,3-dihydrobenzo[d]oxazol-5-ylamino)pyrimidin-2-ylamino)pyridin-2-yl)piperidin-3-yl)carbamate CN(C(OC(C)(C)C)=O)[C@@H]1CN(CCC1)C1=NC=C(C=C1)NC1=NC=C(C(=N1)NC=1C=CC2=C(NC(O2)=O)C1)C